(2s)-2-(2,6-dichloro-4-((methyl(phenyl)phosphoryl)ethynyl)benzamido)-3-(3-(methylsulfonyl)phenyl)propionate ClC1=C(C(=O)N[C@H](C(=O)[O-])CC2=CC(=CC=C2)S(=O)(=O)C)C(=CC(=C1)C#CP(=O)(C1=CC=CC=C1)C)Cl